(2S,3R,4R,5S,6R)-2-(4-(4-isopropoxybenzyl)-2-(trifluoromethyl)phenyl)-6-(hydroxymethyl)tetrahydro-2H-pyran-3,4,5-triol C(C)(C)OC1=CC=C(CC2=CC(=C(C=C2)[C@@H]2O[C@@H]([C@H]([C@@H]([C@H]2O)O)O)CO)C(F)(F)F)C=C1